N1=CC=C(C=C1)CCC=1SC(=CN1)/C=N/O (E)-2-(2-(pyridin-4-yl)ethyl)thiazole-5-carbaldehyde oxime